COC1=CC=C(C=C1)CNC1=C(SC=C1C)C(C)=O 1-(3-{[(4-methoxyphenyl)methyl]amino}-4-methylthiophen-2-yl)ethanone